tetramethyl-ammonium perfluoro-2-propoxypropionate FC(C(=O)[O-])(C(F)(F)F)OC(C(C(F)(F)F)(F)F)(F)F.C[N+](C)(C)C